N[C@@H]1[C@@H](OCC12CCN(CC2)C=2C(=NC(=C(N2)C)C=2C=CC1=C(NN=C1C2)C)CO)C {3-[(3S,4S)-4-amino-3-methyl-2-oxa-8-azaspiro[4.5]dec-8-yl]-5-methyl-6-(3-methyl-2H-indazol-6-yl)pyrazin-2-yl}methanol